CC1=CC=C(C=C1)S(=O)(=O)OCCC(C(F)(F)F)(C(F)(F)F)O 4,4,4-trifluoro-3-hydroxy-3-(trifluoromethyl)butyl 4-methylbenzenesulfonate